N-(6-{[5-cyclopropyl-1-(oxan-2-yl)-1H-pyrazol-3-yl]amino}-5-methoxy-1,2-benzoxazol-3-yl)-4-(3,6-dihydro-2H-pyran-4-yl)-2,6-dimethoxy-N-[(4-methoxyphenyl)methyl]benzene-1-sulfonamide C1(CC1)C1=CC(=NN1C1OCCCC1)NC1=CC2=C(C(=NO2)N(S(=O)(=O)C2=C(C=C(C=C2OC)C=2CCOCC2)OC)CC2=CC=C(C=C2)OC)C=C1OC